5-(2-(6-((2S,6R)-2,6-dimethylmorpholino)pyridin-2-yl)-1,6-naphthyridin-7-yl)-5-((diphenylmethylene)amino)pentyl acetate C(C)(=O)OCCCCC(N=C(C1=CC=CC=C1)C1=CC=CC=C1)C1=NC=C2C=CC(=NC2=C1)C1=NC(=CC=C1)N1C[C@@H](O[C@@H](C1)C)C